BrC1=C(C(=C(C(=C1)F)N)Br)CC(=O)OCC ethyl 2,6-dibromo-4-fluoro-5-aminophenylacetate